COC1=CC=C(C=C1)C(OC[C@H](CN1C(N=C(C=C1)NC(C1=CC=CC=C1)=O)=O)O)(C1=CC=CC=C1)C1=CC=C(C=C1)OC (S)-N-(1-(3-(bis(4-methoxyphenyl)(phenyl)methoxy)-2-hydroxypropyl)-2-oxo-1,2-dihydropyrimidin-4-yl)benzamide